6'-(((oxybis(ethane-2,1-diyl))bis((carboxymethyl)azanediyl))bis(methylene))dipicolinic acid O(CCN(CC(=O)O)CC=1C(=NC=CC1)C(=O)O)CCN(CC(=O)O)CC=1C(=NC=CC1)C(=O)O